ClC1=C(C=C2C(=C(N(C2=C1F)C)C1=NC(=NN1)[C@H](C)N(C)C)N1C=NC=C1)OC (S)-1-(5-(6-chloro-7-fluoro-3-(1H-imidazol-1-yl)-5-methoxy-1-methyl-1H-indol-2-yl)-1H-1,2,4-triazol-3-yl)-N,N-dimethylethan-1-amine